N-(5-(1-(2,2-dimethylcyclopentyl)azetidine-3-carboxamido)-2-methylpyridin-3-yl)-6-(1-methyl-1H-pyrazol-4-yl)pyrazolo[1,5-a]pyrazine-3-carboxamide CC1(C(CCC1)N1CC(C1)C(=O)NC=1C=C(C(=NC1)C)NC(=O)C=1C=NN2C1C=NC(=C2)C=2C=NN(C2)C)C